FC(C1=C(CN2C=NC(=C2)[N+](=O)[O-])C=CC(=C1)C(F)(F)F)(F)F 1-(2,4-bis(trifluoromethyl)benzyl)-4-nitro-1H-imidazole